FC(CN1C(=NC=2C1=NC(=CC2)C=2C=CN1N=C(N=C(C12)NC)NC1CCN(CC1)CCF)C)F 5-(3-(2,2-Difluoroethyl)-2-methyl-3H-imidazo[4,5-b]pyridin-5-yl)-N2-(1-(2-fluoroethyl)piperidin-4-yl)-N4-methylpyrrolo[2,1-f][1,2,4]triazine-2,4-diamine